FC(C1=CC=CC=C1S(=O)(=O)Cl)(F)F 6-Trifluoromethyl-benzenesulfonyl chloride